N-(6-Cyano-5-fluoropyridin-3-yl)-1-(isochinolin-4-yl)-5-(trifluoromethyl)-1H-pyrazol-4-carboxamid C(#N)C1=C(C=C(C=N1)NC(=O)C=1C=NN(C1C(F)(F)F)C1=CN=CC2=CC=CC=C12)F